FC=1C=CC(=C(C1)CC(=O)OC(C)(C)C)NC(C1=CC(=C(C=C1)N1CCC(CC1)OC)[N+](=O)[O-])=O tert-butyl 2-(5-fluoro-2-(4-(4-methoxypiperidin-1-yl)-3-nitrobenzamido) phenyl)acetate